3-(2H-1,2,3-triazol-2-yl)-4-(trifluoromethyl)aniline N=1N(N=CC1)C=1C=C(N)C=CC1C(F)(F)F